N-((R)-6-(2-((S)-2-(difluoromethyl)azetidin-1-yl)-7,7-difluoro-6,7-dihydro-5H-cyclopenta[d]pyrimidin-4-yl)-2,3-dihydrobenzofuran-3-yl)methanesulfonamide FC([C@H]1N(CC1)C=1N=C(C2=C(N1)C(CC2)(F)F)C2=CC1=C([C@H](CO1)NS(=O)(=O)C)C=C2)F